5-amino-8-(2,6-dimethyl-4-pyridinyl)-2-[(4-hydroxyphenyl)methyl]-7-phenyl-[1,2,4]triazolo[4,3-c]pyrimidin-3-one NC1=NC(=C(C=2N1C(N(N2)CC2=CC=C(C=C2)O)=O)C2=CC(=NC(=C2)C)C)C2=CC=CC=C2